CCCCCCCCCCCCCCCCOC[C@H](COP(=O)(O)OC[C@H](CO)O)OC(=O)CCCCCCC/C=C\C/C=C\CCCCC 1-hexadecyl-2-(9Z,12Z-octadecadienoyl)-glycero-3-phospho-(1'-sn-glycerol)